FC=1N=C(N2C1C(=CC(=C2)C2CN(C2)[C@@H](C)C2CCN(CC2)C(C)=O)C2=C(C=C(C=C2)F)C(=O)N2[C@@H](COCC2)C)C 1-{4-[(1S)-1-[3-(1-fluoro-8-{4-fluoro-2-[(3R)-3-methylmorpholine-4-carbonyl]phenyl}-3-methylimidazo[1,5-a]pyridin-6-yl)azetidin-1-yl]ethyl]piperidin-1-yl}ethan-1-one